ClC=1C(=NC=CN1)C(=O)NC1=CC(=CC=C1)Cl chloro-N-(3-chlorophenyl)pyrazine-2-carboxamide